ClC1=NC(=NC(=C1C#N)C1=CC=C(C=C1)Cl)SCC1=CC=C(C(=O)O)C=C1 4-((4-chloro-6-(4-chlorophenyl)-5-cyanopyrimidin-2-yl)thiomethyl)benzoic acid